C(C)(C)(C)OC(=O)N1CCN(CC1)C1=CC=C(C=C1)C=1C=C(C2=CN(N=C2C1C)C(C(=O)OCC)C1=C2N(C=N1)C[C@@H](C2)F)C 4-(4-(2-(2-ethoxy-1-((R)-6-fluoro-6,7-dihydro-5H-pyrrolo[1,2-c]imidazol-1-yl)-2-oxoethyl)-4,7-dimethyl-2H-indazol-6-yl)phenyl)piperazine-1-carboxylic acid tert-butyl ester